FC=1C=CC(=C(C1)CC(=O)NC1=CC(=NC=C1)C(=O)NC(C)C)O 4-[[2-(5-Fluoro-2-hydroxy-phenyl)acetyl]amino]-N-isopropyl-pyridine-2-carboxamide